OC(C)C=1C(=NC(=CC1)N1C=NC2=C1C=CC(=C2)NC=2N=NC(=CC2)C)N2CC(CC2)(C#N)C 1-[3-(1-hydroxyethyl)-6-[5-[(6-methylpyridazin-3-yl)amino]benzimidazol-1-yl]-2-pyridyl]-3-methyl-pyrrolidine-3-carbonitrile